6-methyloctanamide CC(CCCCC(=O)N)CC